(2S)-2-amino-3-(2,3,4,5,6-pentafluorophenyl)propanoic acid N[C@H](C(=O)O)CC1=C(C(=C(C(=C1F)F)F)F)F